COC(C1=C(N=C(C=C1)Cl)O[C@@H]1CN(CC1)C(=O)OC(C)(C)C)=O 6-chloro-2-[(3S)-1-tert-butoxycarbonylpyrrolidin-3-yl]oxy-nicotinic acid methyl ester